6-amino-2,3-dihydro-1H-indene-5-thiol NC1=C(C=C2CCCC2=C1)S